2-(4-Chloro-3-fluorophenoxy)-N-[(3S,6R)-6-[6-(difluoromethoxy)-1,3-benzoxazol-2-yl]piperidin-3-yl]acetamid ClC1=C(C=C(OCC(=O)N[C@@H]2CN[C@H](CC2)C=2OC3=C(N2)C=CC(=C3)OC(F)F)C=C1)F